1-Methyl-3'H-spiro[azetidine-3,1'-isobenzofuran]-6'-amine CN1CC2(OCC3=CC=C(C=C23)N)C1